methyl-tetrahydro-beta-carboline CC1NCCC=2C3=CC=CC=C3NC12